ClC=1C=C(C=CC1)[C@H]1[C@@H](CN(CC1)C(=O)C=1C=2N(C=CC1)C=NC2)NC([C@H](C(C)(C)C)NC(OC(C)(C)C)=O)=O tert-butyl ((S)-1-(((3S,4S)-4-(3-chlorophenyl)-1-(imidazo[1,5-a]pyridine-8-carbonyl)piperidin-3-yl)amino)-3,3-dimethyl-1-oxobutan-2-yl)carbamate